phenyl-(1-(o-tolyl)vinyl)silane C1(=CC=CC=C1)[SiH2]C(=C)C1=C(C=CC=C1)C